3-{2-[(6,6-dimethylpiperidin-3-yl)amino]-5-(trifluoromethyl)pyrimidin-4-yl}-7-[1-(1,3-thiazol-2-yl)ethyl]-1H,4H,5H,6H,7H,8H-pyrrolo[2,3-c]azepin-8-one CC1(CCC(CN1)NC1=NC=C(C(=N1)C1=CNC=2C(N(CCCC21)C(C)C=2SC=CN2)=O)C(F)(F)F)C